5-(2-Bromoethoxy)-1-isopropyl-3-(trifluoromethyl)pyrazole BrCCOC1=CC(=NN1C(C)C)C(F)(F)F